CS(=O)(=O)C=1C=NC=C(C(=O)N2C(CC2)C(=O)NC=2SC=C(N2)C2=CC(=CC=C2)C2=CC=NC=C2)C1 1-(5-(methylsulfonyl)nicotinoyl)-N-(4-(3-(pyridin-4-yl)phenyl)thiazol-2-yl)azetidine-2-carboxamide